2-amino-3-(5-methyl-1H-indazol-4-yl)-5-(2-pyridyl)benzamide NC1=C(C(=O)N)C=C(C=C1C1=C2C=NNC2=CC=C1C)C1=NC=CC=C1